(S)-2-amino-4-((2-(3-methoxybenzamido)benzyl)(neopentyl)amino)butanoic acid N[C@H](C(=O)O)CCN(CC(C)(C)C)CC1=C(C=CC=C1)NC(C1=CC(=CC=C1)OC)=O